4-((benzyloxy)carbonyl)-2-((4,7,10-tris(carboxymethyl)-1,4,7,10-tetraazacyclododecane-1-yl)methyl)pyridine 1-oxide C(C1=CC=CC=C1)OC(=O)C1=CC(=[N+](C=C1)[O-])CN1CCN(CCN(CCN(CC1)CC(=O)O)CC(=O)O)CC(=O)O